COC=1C=C(C=NC1C(F)(F)F)C=1C=CC=C(C1)O 5-[5-methoxy-6-(trifluoromethyl)pyridin-3-yl]phenol